N-(2-(ethylsulfanyl)-4-(6-fluoro-3,4-dihydroisoquinolin-2(1H)-yl)-6-methylphenyl)-3,3-dimethylbutyramide C(C)SC1=C(C(=CC(=C1)N1CC2=CC=C(C=C2CC1)F)C)NC(CC(C)(C)C)=O